ethyl 1-(2-fluoro-6-nitrophenyl)piperidine-4-carboxylate FC1=C(C(=CC=C1)[N+](=O)[O-])N1CCC(CC1)C(=O)OCC